4-Chloro-3-(5-fluoropyridin-2-yl)aniline ClC1=C(C=C(N)C=C1)C1=NC=C(C=C1)F